COC(CCSCCC(=O)OC)=O.N1C=CC2=CC=C(C=C12)NC([C@H](CC(C)C)N1C(C2=CC=CC=C2C1)=O)=O (S)-N-(1H-indol-6-yl)-4-methyl-2-(1-oxoisoindol-2-yl)valeramide Dimethyl-3,3'-thiodipropionate